NC1=CC=CC(=N1)C=1C(=NN(C1)[C@@H]1C[C@H](C1)CNC=1C=C2C(N(C(C2=CC1)=O)C1C(NC(CC1)=O)=O)=O)C1CC1 5-(((trans-3-(4-(6-aminopyridin-2-yl)-3-cyclopropyl-1H-pyrazol-1-yl)cyclobutyl)methyl)amino)-2-(2,6-dioxopiperidin-3-yl)isoindoline-1,3-dione